4-(2-chloro-3,4-dihydroxybenzyl)-2,3-dioxopiperazine ClC1=C(CN2C(C(NCC2)=O)=O)C=CC(=C1O)O